FC1=C(C(=O)NCC2=C(C=C(C(=C2)C)B2OC(C(O2)(C)C)(C)C)F)C=CC(=C1)C(C)(C)O 2-fluoro-N-(2-fluoro-5-methyl-4-(4,4,5,5-tetramethyl-1,3,2-dioxaborolan-2-yl)benzyl)-4-(2-hydroxypropan-2-yl)benzamide